NC1=NC=C(C2=C1C(=CN2C)C2=CC(=C(C(=O)NCC(F)(F)F)C=C2)F)Br 4-(4-amino-7-bromo-1-methyl-1H-pyrrolo[3,2-c]pyridin-3-yl)-2-fluoro-N-(2,2,2-trifluoroethyl)benzamide